[Na+].[Na+].C1(C(CCCC1)C(=O)[O-])C(=O)[O-] cyclohexane-1,2-dicarboxylic acid, disodium salt